C(C)(C)(C)C1CCC2(CCC(O2)OCCO)CC1 2-((8-(tert-butyl)-1-oxaspiro[4.5]dec-2-yl)oxy)ethan-1-ol